F\C(=C/C=O)\C1(CCC2(OCCO2)CC1)OCC1=CC=C(C=C1)OC (Z)-3-fluoro-3-(8-((4-methoxybenzyl)oxy)-1,4-dioxaspiro[4.5]decan-8-yl)acrylaldehyde